2-(3-chloro-2-fluorophenyl)-1-hydroxymethyl-4-methyl-1H-imidazole-5-carboxylic acid ethyl ester C(C)OC(=O)C1=C(N=C(N1CO)C1=C(C(=CC=C1)Cl)F)C